2-(methylsulfonamido)-5-(3-((4-phenethoxyphenyl)carbamoyl)phenyl)nicotinic acid CS(=O)(=O)NC1=C(C(=O)O)C=C(C=N1)C1=CC(=CC=C1)C(NC1=CC=C(C=C1)OCCC1=CC=CC=C1)=O